ClC=1C(=NC=C(N1)N1C2C(CC(C1)C2)N2C(N(CC2)C)=O)C#N 3-chloro-5-(6-(3-methyl-2-oxoimidazolin-1-yl)-2-azabicyclo[2.2.1]heptan-2-yl)pyrazin-2-carbonitrile